1,4-oxazepan-7-one O1CCNCCC1=O